1-(5-(1-benzyl-1H-pyrazol-4-yl)-1-methyl-2-oxo-1,2-dihydropyridin-4-yl)-1H-pyrrole-3-carbonitrile C(C1=CC=CC=C1)N1N=CC(=C1)C=1C(=CC(N(C1)C)=O)N1C=C(C=C1)C#N